2-(2,6-dimethyl-4-pyridyl)-3-methyl-1H-indole-6-carboxylic acid CC1=NC(=CC(=C1)C=1NC2=CC(=CC=C2C1C)C(=O)O)C